trans-terpinene C12=C(C(CC(C1(C)C)C2)C2(C(=C1C(C(C2)C1)(C)C)C)C1C(=C2C(C(C1)C2)(C)C)C)C